BrCC=1C=C(C(NN1)=O)C(F)(F)F 6-bromomethyl-4-trifluoromethylpyridazin-3(2H)one